butyl-monoguanidine C(CCC)NC(=N)N